2,6-bis(2-propynyloxy)naphthalene-1,5-dicarboxaldehyde C(C#C)OC1=C(C=2C=CC(=C(C2C=C1)C=O)OCC#C)C=O